FC=1[C@@H]([C@@H]2[C@H](OC(O2)(C)C)C1COC(C1=CC=CC=C1)(C1=CC=CC=C1)C1=CC=CC=C1)O (3aR,4R,6aR)-5-fluoro-2,2-dimethyl-6-((trityloxy)methyl)-4,6a-dihydro-3aH-cyclopenta[d][1,3]dioxol-4-ol